C1(CC1)C1=CC=2C(N(CC3(C2O1)CC3)CC(=O)NC=3C=CC=1N(C3)C=NN1)=O 2-{2'-Cyclopropyl-4'-oxo-5',6'-dihydro-4'H-spiro[cyclopropane-1,7'-furo[3,2-c]pyridin]-5'-yl}-N-{[1,2,4]triazolo[4,3-a]pyridin-6-yl}acetamide